4-cyano-7-methylbenzofuran-6-carboxylic acid methyl ester COC(=O)C1=C(C2=C(C=CO2)C(=C1)C#N)C